C(C1=CC=CC=C1)[C@H](C[C@@H](CN1[C@@H](CN(CC1)CC=1C=NC=CC1)C(=O)NC(C)(C)C)O)C(N[C@@H]1[C@@H](CC2=CC=CC=C12)O)=O (2S)-1-[(2S,4R)-4-benzyl-2-hydroxy-4-{[(1S,2R)-2-hydroxy-2,3-dihydro-1H-inden-1-yl]carbamoyl}butyl]-N-tert-butyl-4-(pyridin-3-ylmethyl)piperazine-2-carboxamide